CC1(CN(C[C@@H](OC1)C(F)(F)F)C1=NC=C(C=C1C(=O)NC1=CC(=NC=C1)S(N)(=O)=O)C(F)(F)F)C 2-[(2R)-6,6-dimethyl-2-(trifluoromethyl)-1,4-oxazepan-4-yl]-N-(2-sulfamoyl-4-pyridyl)-5-(trifluoromethyl)pyridine-3-carboxamide